FC=1C(=C(C(=O)NC)C=CC1)SC1=CC=C2C(=NNC2=C1)\C=C\C=1C=NN(C1)CCCN1CCCC1 3-Fluoro-N-methyl-2-[[3-[(E)-2-[1-(3-pyrrolidin-1-ylpropyl)pyrazol-4-yl]vinyl]-1H-indazol-6-yl]sulfanyl]benzamide